NC1=NC=C(C=C1O[C@H](C)C1=C(C=CC(=C1)F)C1=C(CC2=NN(C(=C2)C#N)C)C=CC=N1)Br (R)-3-(2-(2-(1-((2-amino-5-bromopyridin-3-yl)oxy)ethyl)-4-fluorophenyl)nicotinyl)-1-methyl-1H-pyrazole-5-carbonitrile